FC1(CCC(CC1)[C@@]1(C(NC2=C(C=CC=C12)C(F)(F)F)=O)C1=CC(=C(C=C1)B(O)O)F)F (R)-(4-(3-(4,4-difluorocyclohexyl)-2-oxo-7-(trifluoromethyl)indolin-3-yl)-2-fluoro-phenyl)boronic acid